CC1=NC2=CC=CC=C2C(=N1)OCCCN1CCC2(OCCO2)CC1 8-(3-((2-methylquinazolin-4-yl)oxy)propyl)-1,4-dioxa-8-azaspiro[4.5]decane